1-cyclopentyl-3-(4-morpholinopyrido[3,2-d]pyrimidin-2-yl)imidazolidin-2-one C1(CCCC1)N1C(N(CC1)C=1N=C(C2=C(N1)C=CC=N2)N2CCOCC2)=O